C1(=CC=CC=C1)C1=CC(=CC=C1)C1=CC(=CC=C1)C1=CC=CC=C1 m-quater-phenyl